(R)-1-(5-amino-3-(3-amino-3H-spiro[benzofuran-2,4'-piperidin]-1'-yl)-6-((2-Chloro-3-(oxazol-2-yl)phenyl)sulfanyl)pyrazin-2-yl)ethanone NC=1N=C(C(=NC1SC1=C(C(=CC=C1)C=1OC=CN1)Cl)C(C)=O)N1CCC2(CC1)OC1=C([C@H]2N)C=CC=C1